ClC=1C=NC=2N(C1)C=NC2 3-chloroimidazo[1,5-a]pyrimidine